C1(CC1)C1=C(C=NC(=C1)C(NC=1C(=C(C=CC1)C1=C(C(=CC=C1)NC(C1=NC=C(C(=C1)C1CC1)CNC1COC1)=O)C)C)=O)CN1[C@@H](CCCC1)C(=O)O (S)-1-((4-cyclopropyl-6-((3'-(4-cyclopropyl-5-((oxetan-3-ylamino)methyl)picolinamido)-2,2'-dimethyl-[1,1'-biphenyl]-3-yl)carbamoyl)pyridin-3-yl)methyl)piperidine-2-carboxylic acid